(M)-3-Chloro-4-((3,5-difluoropyridin-2-yl)methoxy)-5',6-dimethyl-2-oxo-2H-[1,4'-bipyridine]-2'-carboxylate ClC=1C(N(C(=CC1OCC1=NC=C(C=C1F)F)C)C1=CC(=NC=C1C)C(=O)[O-])=O